N-[1-[[2-chloro-5-[2-[(3R)-3-(hydroxymethyl)pyrrolidin-1-yl]-4-pyridyl]phenyl]methyl]-2-[4-(3-methylimidazol-4-yl)anilino]-2-oxo-ethyl]-2-methyl-pyrazole-3-carboxamide ClC1=C(C=C(C=C1)C1=CC(=NC=C1)N1C[C@@H](CC1)CO)CC(C(=O)NC1=CC=C(C=C1)C=1N(C=NC1)C)NC(=O)C=1N(N=CC1)C